ClC1=C2C(N(C(NC2=C(C=C1)S(=O)(=O)C1=CC(=C2C=NN(C2=C1)[C@H]1[C@@H](C1)OC)F)=O)O)=O 5-chloro-8-((4-fluoro-1-((1R,2R)-2-methoxycyclopropyl)-1H-indazol-6-yl)sulfonyl)-3-hydroxyquinazoline-2,4(1H,3H)-dione